C(C1=CC=CC=C1)C1=NC(=NN1)C(=O)NC1CCC2=C(NC1=O)C=C(C=C2)N2CC1(C2)CCOCC1 5-benzyl-N-(2-oxo-8-(7-oxa-2-azaspiro[3.5]nonan-2-yl)-2,3,4,5-tetrahydro-1H-benzo[b]azepin-3-yl)-1H-1,2,4-triazole-3-carboxamide